BrC1=CC(=C(C=C1)N1CCCC1)[N+](=O)[O-] 1-(4-bromo-2-nitrophenyl)pyrrolidine